2-(4-[6-chloro-9-(2,2,2-trifluoroethyl)-9H-pyrido[3,4-b]indol-8-yl]pyrazol-1-yl)ethanol ClC=1C=C2C3=C(N(C2=C(C1)C=1C=NN(C1)CCO)CC(F)(F)F)C=NC=C3